ClC1=C2N(C(C(=C1)NC1=NC=NC=C1C#N)=O)C1(NC2=O)CCCCC1 4-((8'-chloro-1',5'-dioxo-1',5'-dihydro-2'H-spiro[cyclohexane-1,3'-imidazo[1,5-a]pyridin]-6'-yl)amino)pyrimidine-5-carbonitrile